(E)-3-(4-{[4-(2-hydroxyethyl)piperazin-1-yl]methyl}phenyl)-1-phenylprop-2-en-1-one OCCN1CCN(CC1)CC1=CC=C(C=C1)/C=C/C(=O)C1=CC=CC=C1